N1(CCC1)C1CN(C1)C(=O)C1=NC=C(C=N1)C=1C=CC=2N(C1)C(=C(N2)CC)N(C=2SC(=C(N2)C2=CC=C(C=C2)F)C#N)C 2-((6-(2-([1,3'-biazetidine]-1'-carbonyl)pyrimidin-5-yl)-2-ethylimidazo[1,2-a]pyridin-3-yl)(methyl)amino)-4-(4-fluorophenyl)thiazole-5-carbonitrile